Tert-butyl-4-(3-acetyl-2-hydroxyphenyl)-3,6-dihydropyridine-1(2H)-carboxylate C(C)(C)(C)OC(=O)N1CCC(=CC1)C1=C(C(=CC=C1)C(C)=O)O